2-amino-3-bromo-5-iodo-N-methyl-benzamide NC1=C(C(=O)NC)C=C(C=C1Br)I